methyl 6-(3-bromophenyl)-2,2,6-trimethyl-7-(2-methylhydrazineyl)-7-oxoheptanoate BrC=1C=C(C=CC1)C(CCCC(C(=O)OC)(C)C)(C(=O)NNC)C